8-bromo-5-((2,4-dimethoxybenzyl)amino)-7-phenylimidazo[1,2-c]pyrimidine-2-carboxylic acid ethyl ester C(C)OC(=O)C=1N=C2N(C(=NC(=C2Br)C2=CC=CC=C2)NCC2=C(C=C(C=C2)OC)OC)C1